1-[3-fluoro-4-(1-methyl-1H-pyrazol-4-yl)phenyl]methanamine FC=1C=C(C=CC1C=1C=NN(C1)C)CN